monolauryl sulphate S(=O)(=O)(OCCCCCCCCCCCC)[O-]